C1(CC1)OC1=NN(C=C1NC=1N=CC2=C(N1)N(C(=C2)C#N)[C@H](COC)C)COC 2-[[3-(cyclopropyloxy)-1-(methoxymethyl)pyrazol-4-yl]amino]-7-[(1S)-2-methoxy-1-methyl-ethyl]pyrrolo[2,3-d]pyrimidine-6-carbonitrile